BrC(C(=O)[O-])CBr 2,3-Dibromopropionate